C1(CCC2=CC=CC=C12)C=O indaneformaldehyde